C1(=CC=CC=C1)SC1=C(C=CC=C1)NC(CC=C)=O N-(2-(phenylsulfanyl)phenyl)but-3-enamide